N1=CC=C2N1C=C(C=N2)NCC2CN(CC2)C(=O)OC(C)(C)C tert-butyl 3-[(pyrazolo[1,5-a]pyrimidin-6-ylamino)methyl]pyrrolidine-1-carboxylate